(R)-4-cyano-N-(3-(3-(trifluoromethyl)phenyl)isoxazol-5-yl)morpholine-2-carboxamide C(#N)N1C[C@@H](OCC1)C(=O)NC1=CC(=NO1)C1=CC(=CC=C1)C(F)(F)F